1-(4-(8-Chloro-6-fluoro-7-(2-fluoro-6-hydroxyphenyl)-1H-imidazo[4,5-c]-quinolin-1-yl)piperidin-1-yl)prop-2-en-1-one ClC1=CC=2C3=C(C=NC2C(=C1C1=C(C=CC=C1O)F)F)N=CN3C3CCN(CC3)C(C=C)=O